(2R,4aS,6aS,9S,12bR,14aS,14bR)-N-ethyl-9-methoxy-2,4a,6a,9,12b,14a-hexamethyl-10,11-dioxo-1,2,3,4,4a,5,6,6a,9,10,11,12b,13,14,14a,14b-hexadecahydropicene-2-carboxamide C(C)NC(=O)[C@]1(C[C@H]2[C@@]3(CC[C@]4(C5=CC(C([C@@](C5=CC=C4[C@]3(CC[C@]2(CC1)C)C)(C)OC)=O)=O)C)C)C